N-(2-Chloro-3-(1-methyl-1H-indazol-4-yl)phenyl)-4,5,6,7-tetrahydrothiazolo[5,4-c]pyridin-2-carboxamid ClC1=C(C=CC=C1C1=C2C=NN(C2=CC=C1)C)NC(=O)C=1SC=2CNCCC2N1